NC1=CC=C(CN2C(=NC=C2)C(=O)O)C=C1 (4-aminobenzyl)-1H-imidazole-2-carboxylic acid